C(C)(=O)C1=NN(C2=CC=C(C=C12)C=1C=NC(=NC1)C)CC(=O)N1[C@@H](C[C@H](C1)C)C(=O)NC1=NC(=CC=C1C)Br (2S,4R)-1-(2-(3-Acetyl-5-(2-methylpyrimidin-5-yl)-1H-indazol-1-yl)acetyl)-N-(6-bromo-3-methylpyridin-2-yl)-4-methylpyrrolidine-2-carboxamide